CC=1N=C2N(N=C(C=C2C)C2=CC(=C3C=C(N=NC3=C2)C2CCN(CCC2)C)F)C1 7-(2,8-dimethylimidazo[1,2-b]pyridazin-6-yl)-5-fluoro-3-(1-methylazepan-4-yl)cinnoline